C1(CC1)C=1C(=CC(=C(C(=O)NS(=O)(=O)C)C1)F)COCC1(CCN(CC1)C(C)C1=CC(=CC(=C1)F)Cl)F 5-cyclopropyl-4-(((1-(1-(3-chloro-5-fluorophenyl)ethyl)-4-fluoropiperidin-4-yl)methoxy)methyl)-2-fluoro-N-(methylsulfonyl)benzamide